CC1=C(C(NC=2N=C(N=CC21)NC2=CC(=C(C=C2)N2CCN(CC2)C)C)=O)C2=CC=NC=C2 5-methyl-2-((3-methyl-4-(4-methylpiperazin-1-yl)phenyl)amino)-6-(pyridin-4-yl)pyrido[2,3-d]pyrimidin-7(8H)-one